C1(=CC=CC=C1)C1=NNC2=C1N=C(N=C2C2=CC=NC=C2)N2CCOCC2 4-(3-phenyl-7-(pyridin-4-yl)-1H-pyrazolo[4,3-d]pyrimidin-5-yl)morpholine